OCCN(C1=CC=CC=C1)CCO di(2-hydroxyethyl)-aniline